N-{[(1r,4r)-4-{6-[4-(8-azaspiro[4.5]decan-2-yl)piperazin-1-yl]-2H-indazol-2-yl}cyclohexyl]methyl}-2,3,5-trifluoro-4-hydroxybenzamide C1C(CCC12CCNCC2)N2CCN(CC2)C=2C=CC1=CN(N=C1C2)C2CCC(CC2)CNC(C2=C(C(=C(C(=C2)F)O)F)F)=O